(S)-Benzyl (1-amino-3-methoxy-1-oxopropan-2-yl)carbamate NC([C@H](COC)NC(OCC1=CC=CC=C1)=O)=O